C(C)(=O)O.COC(CCC)C 4-methoxypentane acetate